Allyl (S)-(2-(2-(hydroxymethyl)piperidine-1-carbonyl)-4-methoxy-5-((triisopropylsilyl)oxy)phenyl)carbamate OC[C@H]1N(CCCC1)C(=O)C1=C(C=C(C(=C1)OC)O[Si](C(C)C)(C(C)C)C(C)C)NC(OCC=C)=O